2-(2-amino-2-methylpropoxy)-ethanol NC(COCCO)(C)C